N'-(2,4-dichlorophenyl)quinoline-3-carbohydrazide ClC1=C(C=CC(=C1)Cl)NNC(=O)C=1C=NC2=CC=CC=C2C1